tert-butyl N-[2-[2-[[4-[[3-[3-chloro-1-(cyanomethyl)pyrazol-4-yl]imidazo[1,2-a]pyrazin-8-yl]amino]-2-ethyl-benzoyl]amino]ethoxy]ethyl]carbamate ClC1=NN(C=C1C1=CN=C2N1C=CN=C2NC2=CC(=C(C(=O)NCCOCCNC(OC(C)(C)C)=O)C=C2)CC)CC#N